NC(CCN(NC([C@H](CC1CCCCC1)NC(=O)C=1NC2=CC=CC(=C2C1)OC)=O)C(C(F)Cl)=O)=O N-[(1S)-2-[2-(3-amino-3-oxo-propyl)-2-(2-chloro-2-fluoroacetyl)hydrazino]-1-(cyclohexylmethyl)-2-oxo-ethyl]-4-methoxy-1H-indole-2-carboxamide